NC=1C2=C(N=CN1)C(=NC(=C2)N2CCCC2)C=2C(=C(C=CC2C)O)C racemic-3-(4-amino-6-(pyrrolidin-1-yl)pyrido[3,4-d]pyrimidin-8-yl)-2,4-dimethylphenol